5,5-dimethyl-3-neopentylhexanal CC(CC(CC=O)CC(C)(C)C)(C)C